bis(n-butylcyclopentadienyl)zirconium dichloride CCCCC1=[C-]CC=C1.CCCCC1=[C-]CC=C1.[Cl-].[Cl-].[Zr+4]